2-[1-(5-chloropyrimidin-2-yl)-4-piperidinyl]ethanol ClC=1C=NC(=NC1)N1CCC(CC1)CCO